FC1=C2C(=NC(NC2=CC=C1)=O)N1CCCC2=C(C=CC=C12)C#CC(C)(C)O 5-fluoro-4-[5-(3-hydroxy-3-methyl-but-1-ynyl)-3,4-dihydro-2H-quinolin-1-yl]-1H-quinazolin-2-one